C(C)(C)(C)[C@@H](C(=O)O)NC([C@@H](NC(CNC(CC[C@@H](C(OC(C)(C)C)=O)NS(=O)(=O)C1=CC(=C(C=C1)Cl)C(F)(F)F)=O)=O)CC1=CC=NC=C1)=O (2S,5S,13S)-2-tert-butyl-13-{[4-chloro-3-(trifluoromethyl)benzene-1-sulfonyl]amino}-16,16-dimethyl-4,7,10,14-tetraoxo-5-[(pyridin-4-yl)methyl]-15-oxa-3,6,9-triazaheptadecan-1-oic acid